(2R)-1-[(4aR,8aS)-decahydroquinolin-1-yl]-2-{[(4-cyclopropoxyphenyl)methyl](cyclopropyl)amino}-3-(methylamino)propan-1-one N1(CCC[C@H]2CCCC[C@H]12)C([C@@H](CNC)N(C1CC1)CC1=CC=C(C=C1)OC1CC1)=O